N-(6-(6-(2-(2-ethoxyethoxy)ethoxy)pyridin-3-yl)-1-(4-(trifluoromethyl)phenyl)-1H-pyrazolo[3,4-d]pyrimidin-4-yl)-5-nitrothiophene-2-carboxamide C(C)OCCOCCOC1=CC=C(C=N1)C1=NC(=C2C(=N1)N(N=C2)C2=CC=C(C=C2)C(F)(F)F)NC(=O)C=2SC(=CC2)[N+](=O)[O-]